(5'S,7a'R)-1-(1,2-benzothiazole-5-carbonyl)-5'-(3,5-difluorophenyl)tetra-hydro-3'H-spiro[piperidine-4,2'-pyrrolo[2,1-b][1,3]-oxazol]-3'-one S1N=CC2=C1C=CC(=C2)C(=O)N2CCC1(C(N3[C@H](O1)CC[C@H]3C3=CC(=CC(=C3)F)F)=O)CC2